(2E,4E,6E,8E)-(3,7-Dimethyl-9-(2,6,6-trimethylcyclohex-1-en-1-yl)nona-2,4,6,8-tetraen-1-yl)triphenyl-phosphonium Chloride [Cl-].C\C(=C/C[P+](C1=CC=CC=C1)(C1=CC=CC=C1)C1=CC=CC=C1)\C=C\C=C(\C=C\C1=C(CCCC1(C)C)C)/C